NC1=NC=NN2C1=C(C(=N2)C2=CC=C(C=C2)NC(C=C)=O)C2=CC(=C(C=C2)OC2=NC=CC(=N2)CC)F N-(4-(4-amino-5-(4-((4-ethylpyrimidin-2-yl)oxy)-3-fluorophenyl)pyrazolo[5,1-f][1,2,4]triazin-6-yl)phenyl)acrylamide